CC1(N2CCOC3=C(SC(C(N1)=O)=C32)C3=CNC=2N=CN=CC23)C 6,6-dimethyl-2-(7H-pyrrolo[2,3-d]pyrimidin-5-yl)-4,5,6,7-tetrahydro-8H-3-oxa-1-thia-5a,7-diazaacenaphthylen-8-one